(E)-3-(p-tolyl)sulfonylprop-2-enenitrile C1(=CC=C(C=C1)S(=O)(=O)/C=C/C#N)C